1-[6-(4-tert-Butylcyclohexyloxy)-naphthalen-2-ylmethyl]-piperidin C(C)(C)(C)C1CCC(CC1)OC=1C=C2C=CC(=CC2=CC1)CN1CCCCC1